3-[1-oxo-5-(3-oxoazetidin-1-yl)isoindolin-2-yl]piperidine-2,6-dione O=C1N(CC2=CC(=CC=C12)N1CC(C1)=O)C1C(NC(CC1)=O)=O